O=C1NC2=C(N1CC(=O)NCC(F)(F)F)C=CC=C2 2-(2-oxo-3H-benzimidazol-1-yl)-N-(2,2,2-trifluoroethyl)acetamide